N(C(S)=N)C(O)C(CO)(CO)CO isothioureidoPentaerythritol